OCC1=C(C=C(C=2N=COC21)C2=CC=C(C=C2)OC(F)(F)F)CNC(C=C)=O N-((7-(hydroxymethyl)-4-(4-(trifluoromethoxy)phenyl)benzo[d]oxazol-6-yl)methyl)acrylamide